C(C)N1C(CC(C1)CN1N=C2N=C(C=NC2=C1)C1=C(C=C(C=C1C)C(F)(F)F)O)=O 1-ethyl-4-((6-(2-hydroxy-6-methyl-4-(trifluoromethyl)phenyl)-2H-pyrazolo[3,4-b]pyrazin-2-yl)methyl)pyrrolidin-2-one